CC1=C(C=C(C=C1)Br)C1=C(SC=C1)C1=CC=C(C=C1)F 2-methyl-5-bromophenyl-2-(4-fluorophenyl)thiophene